N(=[N+]=[N-])CCCOC 1-azido-3-methoxypropane